FC=1C=CC=C2C(=NNC12)C(=O)N[C@H]1CN(CC1)C 7-fluoro-N-((R)-1-methylpyrrolidin-3-yl)-1H-indazole-3-carboxamide